Cl[13CH]([13CH3])C(CC(C(CC([13CH]([13CH3])Cl)Cl)Cl)Cl)Cl 2,3,5,6,8,9-hexachlorodecane-1,2,9,10-13C4